N(=[N+]=[N-])C1C(C(NC2=CC=C(C=C12)C(=O)[O-])CC)C 4-azido-2-ethyl-3-methyl-1,2,3,4-tetrahydroquinoline-6-carboxylate